2-(4-Fluoroanilino)-4,6-dichloro-1,3,5-triazine FC1=CC=C(NC2=NC(=NC(=N2)Cl)Cl)C=C1